FC1=C(N)C=CC(=C1C=1C=CC=2N(C1)C=NC2N2N=CC=N2)F 2,4-difluoro-3-[1-(1,2,3-triazol-2-yl)imidazo[1,5-a]pyridin-6-yl]aniline